(1R,3S)-1-((2'-(benzyloxy)-[1,1'-biphenyl]-3-yl)methyl)-3-(methylsulfonamido)cyclopentane-1-carboxamide C(C1=CC=CC=C1)OC1=C(C=CC=C1)C1=CC(=CC=C1)C[C@]1(C[C@H](CC1)NS(=O)(=O)C)C(=O)N